6-((1-hydroxycyclopropyl)methoxy)pyrazolo[1,5-a]Pyridine-3-carbonitrile OC1(CC1)COC=1C=CC=2N(C1)N=CC2C#N